OC1=NC(=NC2=C(C=CC=C12)C)NC(OCC)=O ethyl (4-hydroxy-8-methylquinazolin-2-yl)carbamate